CC(COC1=C2C(=C(C(=NC2=CC=C1)C1=CC(=CC=C1)C(F)(F)F)CN1CCC(CC1)N1CCOCC1)C(=O)NC1(CC1)C1=CC=CC=C1)C (2-methylpropyl)oxyl-3-{[4-(4-morpholinyl)-1-piperidinyl]methyl}-N-(1-phenylcyclopropyl)-2-[3-(trifluoromethyl)phenyl]-4-quinolinecarboxamide